ClC1=CC=CC(=N1)NC1=NN(C2=C1C=NC=C2)CC(F)(F)F 3-[(6-chloro-2-pyridyl)amino]-1-(2,2,2-trifluoroethyl)pyrazolo[4,3-c]pyridin